N[C@@H]1CN(CCC1)C1=C2C3=C(NC2=C(C=C1F)C(=O)N)CCCCC3 (S)-1-(3-aminopiperidin-1-yl)-2-fluoro-5,6,7,8,9,10-hexahydro-cyclohepta[b]indole-4-carboxamide